C(C)(C)(C)OC(=O)N1CCC2([C@@H](COC2)NS(=O)(=O)C(C)C)CC1 (S)-4-((R)-1-methylethylsulfonamido)-2-oxa-8-azaspiro[4.5]decane-8-carboxylic acid tert-butyl ester